ClC=1C(=NC(=NC1)NC=1C=NC(=C(C1)F)N1CCC(CC1)N1CCN(CC1)C)NC=1C(=C2N=CC=NC2=CC1)P(C)(C)=O (6-((5-chloro-2-((5-fluoro-6-(4-(4-methylpiperazin-1-yl)piperidin-1-yl)pyridin-3-yl)amino)pyrimidin-4-yl)amino)quinoxalin-5-yl)dimethylphosphine oxide